Gallium-Bismuth [Bi].[Ga]